spiro[azetidine-3,1'-tetrahydronaphthalen]-2'-one C12(C(CCC3=CC=CC=C13)=O)CNC2